CC=1N(C=C(N1)C)CC1=C(C=C(C=C1)C1=NOC(=N1)C(F)(F)F)F 3-[4-[(2,4-dimethylimidazol-1-yl)methyl]-3-fluoro-phenyl]-5-(trifluoromethyl)-1,2,4-oxadiazole